C(C1=CC=CC=C1)OC(=O)N[C@@H](C)C(=O)N([C@@H](C)C(=O)N[C@@H](C)C(=O)O)C N-[(benzyloxy)carbonyl]-L-alanyl-N-methyl-L-alanyl-L-alanine